BrC1=C(C=CC=C1)NC1=NC(=NC=C1C(=O)N)NC(=O)[C@H]1[C@@H](C1)C=1C=NN(C1)C 4-((2-bromophenyl)amino)-2-((trans)-2-(1-methyl-1H-pyrazol-4-yl)cyclopropane-1-carboxamido)pyrimidine-5-carboxamide